Tert-butyl 2-methyl-5-nitrobenzoate CC1=C(C(=O)OC(C)(C)C)C=C(C=C1)[N+](=O)[O-]